S(=O)(=O)(O)C=1C=CC=C(C1)S(=O)(=O)[O-] 5-sulfobenzenesulfonate